N-[4-fluoro-5-[6-[(2R)-2-methylmorpholin-4-yl]pyridin-3-yl]-2-[(3S,5R)-3,4,5-trimethylpiperazin-1-yl]phenyl]-6-oxo-4-(trifluoromethyl)-1H-pyridine-3-carboxamide FC1=CC(=C(C=C1C=1C=NC(=CC1)N1C[C@H](OCC1)C)NC(=O)C1=CNC(C=C1C(F)(F)F)=O)N1C[C@@H](N([C@@H](C1)C)C)C